6-amino-7-(4-bromophenyl)-9-[(4R)-3,3-difluoro-[1,4'-bipiperidin]-4-yl]purin-8-one hydrochloride Cl.NC1=C2N(C(N(C2=NC=N1)[C@H]1C(CN(CC1)C1CCNCC1)(F)F)=O)C1=CC=C(C=C1)Br